FC(C1=CC=C(C=N1)O[C@H](CN1CCC2(CS(C2)(=O)=O)CC1)C)(F)F (S)-7-(2-((6-(Trifluoromethyl)pyridin-3-yl)oxy)propyl)-2-thia-7-azaspiro[3.5]nonane 2,2-dioxide